4-(3-hydroxycyclobutyl)picolinonitrile OC1CC(C1)C1=CC(=NC=C1)C#N